tert-butyl 3-{[(1r,3s)-3-{[2-(trifluoromethyl) quinolin-4-yl] amino} cyclohexyl] carbamoyl}-1-oxa-2,7-diazaspiro[4.5]dec-2-ene-7-carboxylate FC(C1=NC2=CC=CC=C2C(=C1)N[C@@H]1C[C@@H](CCC1)NC(=O)C1=NOC2(C1)CN(CCC2)C(=O)OC(C)(C)C)(F)F